C(#N)CC(C)N1CC(N(C2(CN(C2)C(=O)NC)C1=O)CC1=CC=C(C=C1)C(F)(F)F)=O 8-(1-cyanoprop-2-yl)-N-methyl-6,9-dioxo-5-(4-(trifluoromethyl)benzyl)-2,5,8-triazaspiro[3.5]nonane-2-carboxamide